1-((3S,5R,8R,9S,10S,13R,14S,17R)-14-hydroxy-10,13-dimethyl-17-(5-oxo-2,5-dihydrofuran-3-yl)hexadecahydro-1H-cyclopenta[a]phenanthren-3-yl)-3-(2-(3-oxopiperazin-1-yl)ethyl)urea O[C@]12[C@@H]3CC[C@@H]4C[C@H](CC[C@@]4([C@H]3CC[C@@]2([C@H](CC1)C=1COC(C1)=O)C)C)NC(=O)NCCN1CC(NCC1)=O